CC1=CC=C(SCC=2SC=C(N2)CNCC(C)C)C=C1 (p-methylthiophenoxymethyl)-4-(N-isobutyl-aminomethyl)-thiazole